1-(4-(5-chloro-7-fluoro-6-(3-methoxy-1-naphthalenyl)-2,1-benzothiazol-3-yl)-1-piperazinyl)-2-(hydroxymethyl)-2-propen-1-one ClC=1C(=C(C=2C(=C(SN2)N2CCN(CC2)C(C(=C)CO)=O)C1)F)C1=CC(=CC2=CC=CC=C12)OC